lanthanum tris(N,N'-diisobutylformamidine) C(C(C)C)NC=NCC(C)C.C(C(C)C)NC=NCC(C)C.C(C(C)C)NC=NCC(C)C.[La]